FC=1C=C2C(=NN(C2=CC1N1CCN(CC1)CC1CCN(CC1)C1=C(C=C(C(=C1)OC)[N+](=O)[O-])C=1C=NN(C1)C)C)C1C(NC(CC1)=O)=O 3-(5-fluoro-6-(4-((1-(5-methoxy-2-(1-methyl-1H-pyrazol-4-yl)-4-nitrophenyl)piperidin-4-yl)methyl)piperazin-1-yl)-1-methyl-1H-indazol-3-yl)piperidine-2,6-dione